(5Z)-2-[(3-Methoxy-1-adamantyl)amino]-3-methyl-5-[(2-methylindazol-5-yl)methylene]imidazol-4-one COC12CC3(CC(CC(C1)C3)C2)NC2=N\C(\C(N2C)=O)=C/C2=CC3=CN(N=C3C=C2)C